N1(CCNCC1)C1=CC=C(CCNC(OC(C)(C)C)=O)C=C1 tert-Butyl (4-(piperazin-1-yl)phenethyl)carbamate